amino-4-fluoro-4-methylpentanoic acid NC(C(=O)O)CC(C)(C)F